N-benzyl-N-(2-aminoethyl)-3-aminopropyl-trimethoxysilane C(C1=CC=CC=C1)N(CCC[Si](OC)(OC)OC)CCN